hexa(tridecyl)-1,1,3-tris(2-methyl-4-hydroxy-5-t-butylphenyl)butane triphosphite P(O)(O)O.P(O)(O)O.P(O)(O)O.C(CCCCCCCCCCCC)C(C(C(C(C1=C(C=C(C(=C1)C(C)(C)C)O)C)(C1=C(C=C(C(=C1)C(C)(C)C)O)C)CCCCCCCCCCCCC)(CCCCCCCCCCCCC)CCCCCCCCCCCCC)(C1=C(C=C(C(=C1)C(C)(C)C)O)C)CCCCCCCCCCCCC)CCCCCCCCCCCCC